N-(3-(2-((4-(4-ethylpiperazin-1-yl)phenyl)amino)-7-fluoroquinazolin-8-yl)phenyl)acrylamide C(C)N1CCN(CC1)C1=CC=C(C=C1)NC1=NC2=C(C(=CC=C2C=N1)F)C=1C=C(C=CC1)NC(C=C)=O